(R)-11-(4-fluorophenyl)-3-methoxy-8-(piperazin-1-yl)-10-(trifluoromethyl)-3,4-dihydro-2H,6H-[1,4]thiazepino[2,3,4-ij]quinazolin-6-one FC1=CC=C(C=C1)C1=C(C=C2C(=NC(N3C2=C1SC[C@@H](C3)OC)=O)N3CCNCC3)C(F)(F)F